CC(C(=O)O)(CCC(C)(C)C)C(C)(C)C 2,5,5-trimethyl-2-tert-butylhexanoic acid